NC=1C(=C(C=C2C=C(N=CC12)NC(OC1CNCC1)=O)C1=C(C2=C(OCCN2)N=C1)C)F Pyrrolidin-3-yl (8-amino-7-fluoro-6-(8-methyl-2,3-dihydro-1H-pyrido[2,3-b][1,4]oxazin-7-yl)isoquinolin-3-yl)carbamate